ClC1=C2C=C(N=C(C2=CC(=C1)Cl)C=1C=C2CN(C(C2=CC1)=O)C1C(NC(CC1)=O)=O)N(C)C 3-{5-[5,7-dichloro-3-(dimethylamino)isoquinolin-1-yl]-1-oxo-2,3-dihydro-1H-isoindol-2-yl}piperidine-2,6-dione